N-(2-aminoethyl)-2,5-dibromothiophene-3-sulfonamide NCCNS(=O)(=O)C1=C(SC(=C1)Br)Br